(S)-tert-butyl 4-((4-(4-(2-(2-hydroxyphenyl)-6a,7,9,10-tetrahydro-5H-pyrazino[1',2':4,5]pyrazino[2,3-c]pyridazin-8(6H)-yl)piperidin-1-yl)cyclohexyl)methyl)piperazine-1-carboxylate OC1=C(C=CC=C1)C=1C=C2C(=NN1)NC[C@@H]1N2CCN(C1)C1CCN(CC1)C1CCC(CC1)CN1CCN(CC1)C(=O)OC(C)(C)C